1-[6-bromo-4-fluoro-1-(propan-2-yl)-1H-benzimidazol-2-yl]-2-methylpropan-2-amine BrC=1C=C(C2=C(N(C(=N2)CC(C)(N)C)C(C)C)C1)F